ethyl 4-(2-chloro-5-methylpyrimidin-4-yl)oxazole-2-carboxylate ClC1=NC=C(C(=N1)C=1N=C(OC1)C(=O)OCC)C